C1(=CC=CC=C1)CC(=O)N1CCC2=CC(=CC=C12)[C@H]1[C@@H](C1)NCC1CCNCC1 Trans-2-phenyl-1-(5-(2-(piperidin-4-ylmethylamino)cyclopropyl)indolin-1-yl)ethanone